(1r,3r)-3-((5-(1-(2,2-difluoroethyl)-1H-benzo[d][1,2,3]triazol-6-yl)-7H-pyrrolo[2,3-d]pyrimidin-2-yl)amino)-1-methylcyclobutan-1-ol FC(CN1N=NC2=C1C=C(C=C2)C2=CNC=1N=C(N=CC12)NC1CC(C1)(O)C)F